N-(spiro[3.3]heptaN-2-yl)picolinamide C1C(CC12CCC2)NC(C2=NC=CC=C2)=O